ClC1=C(C=C(C=C1F)C1=CC(=C(C=C1)C#CC1=CC=C(C=C1)CCC)F)F 4-chloro-3,3',5-trifluoro-4'-((4-propylphenyl)ethynyl)-1,1'-biphenyl